[I-].CN1CN(C=2N(C(N(C)C(C12)=O)=O)C)CC 7-methyl-9-ethyl-theophylline iodide salt